N-(4-bromo-2,6-dimethylphenyl)-1,3-diisopropylbenzimidazol-2-imine BrC1=CC(=C(C(=C1)C)N=C1N(C2=C(N1C(C)C)C=CC=C2)C(C)C)C